CN(CCCC=CC(CCCCCCCCC=CCC=CCCCCC)CCCCCCCC\C=C/C\C=C/CCCCC)C N,N-dimethyl-6-((9Z,12Z)-octadec-9,12-dien-1-yl)tetracos-4,15,18-trien-1-amine